(5S,7S)-7-fluoro-2-isopropylsulfonyl-5-phenyl-6,7-dihydro-5H-pyrrolo[1,2-b][1,2,4]triazole F[C@H]1C[C@H](N2N=C(N=C21)S(=O)(=O)C(C)C)C2=CC=CC=C2